N[C@@H]1[C@@](CN(C1)C=1C=C2CN3[C@@H](C2=CC1F)CN(C[C@H]3C)C3=C1C=CC=NC1=C(C=C3)C#N)(C)O 5-[(4R,10bS)-8-[(3S,4S)-4-amino-3-hydroxy-3-methyl-pyrrolidin-1-yl]-9-fluoro-4-methyl-3,4,6,10b-tetrahydro-1H-pyrazino[2,1-a]isoindol-2-yl]quinoline-8-carbonitrile